tert-butyl (1S,5R)-3-benzyl-1,5-dimethyl-6-oxo-3,8-diazabicyclo[3.2.1]octane-8-carboxylate C(C1=CC=CC=C1)N1C[C@@]2(CC([C@@](C1)(N2C(=O)OC(C)(C)C)C)=O)C